OC=1C=C(C(=O)OCCCCCC)C=CC1 hexyl 3-hydroxybenzoate